BrC=1C=C2C(=NC1)CN(C2=O)C2C(NC(CC2)=O)=O 3-(3-bromo-5-oxo-7H-pyrrolo[3,4-b]pyridin-6-yl)piperidine-2,6-dione